ClC1=C(C=CC=C1)C[C@@H](C)N1C(=NC2=C1C=CC=1CCN(CC21)C(=O)OC)[C@H]2C[C@@H](CCC2)C(=O)O (1R,3R)-3-{3-[(2R)-1-(2-chlorophenyl)propan-2-yl]-8-(methoxycarbonyl)-3H,6H,7H,8H,9H-imidazo[4,5-h]isoquinolin-2-yl}cyclohexane-1-carboxylic acid